N-[3-chloro-4-[4-(piperidine-4-carbonyl)piperazine-1-carbonyl]phenyl]-1-methyl-5-[3-(trifluoromethyl)-1-(3,3,3-trifluoropropyl)pyrazol-4-yl]imidazole-2-carboxamide ClC=1C=C(C=CC1C(=O)N1CCN(CC1)C(=O)C1CCNCC1)NC(=O)C=1N(C(=CN1)C=1C(=NN(C1)CCC(F)(F)F)C(F)(F)F)C